ClC1=NC=C(C(=N1)C=1C=C2C(NC3(C2=CC1)CC3)=O)Cl 5'-(2,5-dichloropyrimidin-4-yl)spiro[cyclopropane-1,1'-isoindoline]-3'-one